C(C)N1[C@@H](CC(CC1)N1CCN(CC1)C)C 1-((2R)-1-ethyl-2-methylpiperidin-4-yl)-4-methylpiperazine